tris-(2-aminoethyl)-amine NCCN(CCN)CCN